ClC=1C(NC2=CC=CC=C2C1)=O chloroquinolone